1-(4-(trifluoro-methyl)-phenyl)-1H-indol-5-amine FC(C1=CC=C(C=C1)N1C=CC2=CC(=CC=C12)N)(F)F